8-Methyl-3-((R)-pyrrolidin-3-yl)-3,8-diazabicyclo[3.2.1]octane CN1C2CN(CC1CC2)[C@H]2CNCC2